2-(4-amino-2-pyridyl)propane-2-ol hydrochloride Cl.NC1=CC(=NC=C1)C(C)(C)O